C1N(CCC2=CC=CC=C12)CC1=CC=C(C(=N1)C1OCCO1)O 6-((3,4-Dihydroisoquinolin-2(1H)-yl)methyl)-2-(1,3-Dioxolan-2-yl)pyridin-3-ol